4-oxo-1,4-dihydro-1,8-naphthyridine-3-carboxylic acid O=C1C(=CNC2=NC=CC=C12)C(=O)O